3-hydroxy-1-(6-methoxy-7-isopentenyl-isoquinolin-1-yl)-propan-1-one OCCC(=O)C1=NC=CC2=CC(=C(C=C12)CCC(=C)C)OC